[Cl-].CO[Si](OC)(OC)CCC[N+](C)(C)CCCCCCCCCCCCCCCCCC (trimethoxysilylpropyl)-octadecyl-dimethyl-ammonium chloride